The molecule is a 2-monolysocardiolipin in which all three phosphatidyl acyl groups are specified as linoleoyl. It derives from a linoleic acid. It is a conjugate acid of a trilinoleoyl 2-monolysocardiolipin(2-). CCCCC/C=C\\C/C=C\\CCCCCCCC(=O)OC[C@H](COP(=O)(O)OCC(COP(=O)(O)OC[C@@H](COC(=O)CCCCCCC/C=C\\C/C=C\\CCCCC)OC(=O)CCCCCCC/C=C\\C/C=C\\CCCCC)O)O